cis-7-(8-amino-1-bromoimidazo[1,5-a]pyrazin-3-yl)-2-methyloctahydro-1H-pyrido[1,2-c]pyrimidin-1-one NC=1C=2N(C=CN1)C(=NC2Br)[C@@H]2CC[C@@H]1N(C(N(CC1)C)=O)C2